C(N)(OC(CC[C@H]1N(CC(CC1)(F)F)C(=O)C1=NC(=CC=C1C)NC1=NC=CC(=C1)OC(F)(F)F)(C)C)=O (R)-((5,5-difluoro-1-(3-methyl-6-((4-(trifluoromethoxy)pyridin-2-yl)amino)pyridine-2-carbonyl)piperidin-2-yl)methyl)t-butyl carbamate